Cl.FC(C(=O)N(CCOC)[C@H]1C[C@H](NCC1)C1=CC(=CC=C1)F)(F)F 2,2,2-Trifluoro-N-((2S,4R)-2-(3-fluorophenyl)piperidin-4-yl)-N-(2-methoxyethyl)acetamide hydrochloride